C(C)(C)(C)C1=C(C(=O)OO)C=CC=C1.C(C)(C)(C)C1=C(C(=O)OO)C=CC=C1.C(CCCCCC(C)(C)C)(=O)OOC(C)(C)C t-butyl peroxyneodecanoate (t-butyl peroxybenzoate) (t-butyl peroxybenzoate)